FC1=C(C(=CC=C1)F)C1=CC(=CC2=C1C(=NO2)N2C(N1[C@H](CC2)C([C@@H](C1)NS(=O)(=O)C)(F)F)=O)OCC N-{(4aR,6R)-2-[4-(2,6-difluorophenyl)-6-ethoxy-1,2-benzoxazol-3-yl]-5,5-difluoro-1-oxooctahydropyrrolo[1,2-c]pyrimidin-6-yl}methanesulfonamide